3,3'-(1,1,3,3,5,5,7,7,9,9,11,11,13,13,15,15,17,17-octadecamethylnonasiloxane-1,17-diyl)dipropanal C[Si](O[Si](O[Si](O[Si](O[Si](O[Si](O[Si](O[Si](O[Si](C)(C)CCC=O)(C)C)(C)C)(C)C)(C)C)(C)C)(C)C)(C)C)(C)CCC=O